1,2-dichloro-1,1,2-trifluoro-2-(trifluoromethoxy)ethane ClC(C(OC(F)(F)F)(F)Cl)(F)F